4-(indolyloxy)cyclohexanone N1C(=CC2=CC=CC=C12)OC1CCC(CC1)=O